C(C)N(C(\C=C\C1=CC=C(C=C1)N1CCCC1)=O)CC (E)-N,N-diethyl-3-(4-(pyrrolidin-1-yl)phenyl)acrylamide